C(=O)C1CC(C1)OC1CCN(CC1)C(=O)OCC1=CC=CC=C1 benzyl 4-(3-formylcyclobutoxy)piperidine-1-carboxylate